CC1=C(C(=C(C1(CC)[Sn]C1(C(=C(C(=C1C)C)C)C)CC)C)C)C Bis(Tetramethyl-Ethylcyclopentadienyl)tin